F[C@@H]1[C@@H](O[C@@H]([C@H]1O)CO)N1C(=O)N=C(N)C=C1 1-(2-Deoxy-2-fluoro-R-D-arabinofuranosyl)cytosine